N1(CCC1)C1=NC=C(C(=N1)C)CN1N=CC(=C1)N 1-((2-(Azetidin-1-yl)-4-methylpyrimidin-5-yl)methyl)-1H-pyrazol-4-amine